3-((pyridin-2-ylmethyl)amino)-5-(2,3,5-trifluorophenyl)-4H-benzo[e][1,2,4]thiadiazine 1,1-dioxide N1=C(C=CC=C1)CNC1=NS(C2=C(N1)C(=CC=C2)C2=C(C(=CC(=C2)F)F)F)(=O)=O